N-(p-acetylphenyl)quinolinium C(C)(=O)C1=CC=C(C=C1)[N+]1=CC=CC2=CC=CC=C12